3-[[3-[(cyclopropylsulfonyl)amino]-2-fluoro-phenyl]methyl]-7-[(3-fluoro-2-pyridinyl)oxy]-4-methyl-chromen-2-one C1(CC1)S(=O)(=O)NC=1C(=C(C=CC1)CC=1C(OC2=CC(=CC=C2C1C)OC1=NC=CC=C1F)=O)F